[4-[tert-butyl (dimethyl) silyl] oxy-5-morpholino-pentyl] benzoate C(C1=CC=CC=C1)(=O)OCCCC(CN1CCOCC1)O[Si](C)(C)C(C)(C)C